[2H]C(C(F)F)([2H])C=1C(=NC(=NC1OC)N1C=C(C=2C1=NC(=CC2)C)S(=O)(=O)N)OC [5-(1,1-dideutero-2,2-difluoro-ethyl)-4,6-dimethoxy-pyrimidin-2-yl]-6-methyl-1H-pyrrolo[2,3-b]pyridine-3-sulfonamide